C1(CCCCC1)N1N=CC=C1CNC(=O)[C@H]1N(C[C@@H](C1)O)C([C@H](C(C)(C)C)N1N=NC(=C1)C1CC1)=O (2S,4r)-N-[(2-cyclohexylpyrazol-3-yl)methyl]-1-[(2S)-2-(4-cyclopropyltriazol-1-yl)-3,3-dimethyl-butyryl]-4-hydroxy-pyrrolidine-2-carboxamide